Tert-butyl-(3S)-3-[3-bromo-4-cyano-5-(methylamino)pyrazol-1-yl]pyrrolidine C(C)(C)(C)N1C[C@H](CC1)N1N=C(C(=C1NC)C#N)Br